benzo[b]benzo[2,3-d]thiophen-1,2-d C1(=C(C=CC2=C1C1=C(S2)C=CC=C1)[2H])[2H]